(+/-)-3-methyl-6-octen-3-ol C[C@@](CC)(CCC=CC)O |r|